COC=1C(=NC=CC1C1=NN(C=N1)C)NC=1C=C(N=NC1C(NC([2H])([2H])[2H])=O)NC(OC)=O methyl N-(5-{[3-methoxy-4-(1-methyl-1H-1,2,4-triazol-3-yl)pyridin-2-yl] amino}-6-[(2H3)methylcarbamoyl]pyridazin-3-yl)carbamate